NC1=NNC2=C1C(=NC=C2C2=NC=CC(=C2)NC(=O)C2CC2)C2=CC=C(CNC(C1=C(C=CC(=C1)F)OC)=O)C=C2 N-(4-(3-amino-7-(4-(cyclopropanecarboxamido)pyridin-2-yl)-1H-pyrazolo[4,3-c]pyridin-4-yl)benzyl)-5-fluoro-2-methoxybenzamide